BrC1=NN2C(S1)=NC(=C2)C2=CC(=C(C=C2)SC)F 2-bromo-6-(3-fluoro-4-(methylthio)phenyl)imidazo[2,1-b][1,3,4]thiadiazole